(3E)-1-iodo-14,14-didecyloxy-3-tetradecene ICC\C=C\CCCCCCCCCC(OCCCCCCCCCC)OCCCCCCCCCC